6H,7H-pyrazolo[3,4-d]pyrimidine-4,6-dione N1N=CC2=C1NC(NC2=O)=O